2-[7-[4-[2-[1-(6,7-dihydro-5H-pyrrolo[1,2-c]imidazol-1-yl)-2-oxo-2-(thiazol-2-ylamino)ethyl]-7-fluoro-3-oxo-isoindol-5-yl]phenyl]-2,7-diazaspiro[3.5]nonan-2-yl]acetic acid C1(=C2N(C=N1)CCC2)C(C(NC=2SC=CN2)=O)N2CC1=C(C=C(C=C1C2=O)C2=CC=C(C=C2)N2CCC1(CN(C1)CC(=O)O)CC2)F